N1C(COCC1)C(=O)OC[C@@H]1C[C@H]2N(CCC3=CC(=C(C=C23)OC)OC)C[C@H]1CC(C)C [(2R,3S,11bR)-9,10-dimethoxy-3-(2-methylpropyl)-1H,2H,3H,4H,6H,7H,11bH-pyrido[2,1-a]isoquinolin-2-yl]methyl morpholine-3-carboxylate